N-(1-(bicyclo[1.1.1]pentan-1-yl)-4-cyano-1H-pyrazol-5-yl)-2-cyclopropylacetamide C12(CC(C1)C2)N2N=CC(=C2NC(CC2CC2)=O)C#N